2-((R)-1-oxo-1-((R)-6-(pyridin-3-yl)-5,6-dihydropyridin-1(2H)-yl)butan-2-yl)isoindoline-1,3-dione O=C([C@@H](CC)N1C(C2=CC=CC=C2C1=O)=O)N1CC=CC[C@@H]1C=1C=NC=CC1